OC=1C(=C(C(=O)OC)C=CC1)[N+](=O)[O-] methyl 3-hydroxy-2-nitrobenzoate